CC1=NOC(=C1COC=1C=C(CC=2C(=NC3=CC=CC=C3C2)C(=O)N)C=CC1)C (3-((3,5-dimethylisoxazol-4-yl)methoxy)benzyl)quinoline-2-carboxamide